BrC1=CC=2N(C=C1)C=C(N2)C[C@@H](C(=O)OC(C)(C)C)N=C(C2=CC=CC=C2)C2=CC=CC=C2 tert-butyl (S)-3-(7-bromoimidazo[1,2-a]pyridin-2-yl)-2-((diphenylmethylene)amino)propanoate